((9-(cis-3-cyanocyclobutyl)-7-ethyl-8-oxo-8,9-dihydro-7H-purin-2-yl)amino)-2-fluoro-5-methylbenzamide C(#N)[C@H]1C[C@H](C1)N1C2=NC(=NC=C2N(C1=O)CC)NC=1C(=C(C(=O)N)C=C(C1)C)F